FC1=C(C(=CC(=C1)C=1C=C2C=NC(=NC2=CC1)N[C@@H]1CNC[C@H](C1)F)F)NS(=O)(=O)CC1=CC=CC=C1 N-(2,6-difluoro-4-(2-(((3S,5S)-5-fluoropiperidin-3-yl)amino)quinazolin-6-yl)phenyl)-1-phenylmethanesulfonamide